4,4'-oxobisbenzenethiol O(C1=CC=C(C=C1)S)C1=CC=C(C=C1)S